O[C@@H]1[C@H]2[C@@H]([C@H]([C@@H](C1)O2)C(=O)NC2=CC=C(C=C2)C(F)(F)F)C2=CC(=NC=C2)OC |r| rac-(1r,2r,3s,4r,5s)-5-hydroxy-3-(2-methoxypyridin-4-yl)-N-(4-(trifluoromethyl)phenyl)-7-oxabicyclo[2.2.1]heptane-2-carboxamide